C(CC)C(CN)CCCCCCCN 2-propyl-1,9-nonanediamine